3-(tetrahydro-2H-pyran-2-yl)-(7-ethynyl-3H-imidazo[4,5-b]pyridin-5-yl)Benzonitrile O1C(CCCC1)C=1C(=C(C#N)C=CC1)C1=CC(=C2C(=N1)NC=N2)C#C